3-(carboxymethyl)-1H-indole-2,6-dicarboxylic acid C(=O)(O)CC1=C(NC2=CC(=CC=C12)C(=O)O)C(=O)O